9-chloro-4-((2-(4,5-dihydro-1H-imidazol-2-yl)pyrimidin-5-yl)methyl)-7-(5-fluoro-1H-indol-1-yl)-2,3,4,5-tetrahydrobenzo[f][1,4]oxazepine ClC1=CC(=CC=2CN(CCOC21)CC=2C=NC(=NC2)C=2NCCN2)N2C=CC1=CC(=CC=C21)F